[4-(4-Chloro-phenyl)-thiazol-2-yl]-[6-(3,6-dihydro-2H-thiopyran-4-yl)-2-ethyl-imidazo[1,2-a]pyridin-3-yl]-methyl-amine ClC1=CC=C(C=C1)C=1N=C(SC1)N(C)C1=C(N=C2N1C=C(C=C2)C=2CCSCC2)CC